COCCOCCOCCOCCOCCOCCOC1=C(C(=O)O)C=CC(=C1)CCCO 2-(2,5,8,11,14,17-hexaoxanonadecan-19-yloxy)-4-(3-hydroxypropyl)benzoic acid